ClC1=CC=2N3C(=CC2S1)C(NCC31CC1)=O 4-chlorospiro[5-thia-1,10-diazatricyclo[6.4.0.02,6]dodeca-2(6),3,7-triene-12,1'-cyclopropane]-9-one